CC1=CC=CC=C1S(=O)(=O)C=1NC=CN1 6-toluenesulfonyl-imidazole